(Z)-3-(4-(((1-(3',6-Dicyano-5'-(3-hydroxy-4-methoxyphenyl)-[3,4'-bipyridin]-2'-yl)piperidin-4-yl)amino)methyl)phenyl)-2-fluoro-N-hydroxyacrylamide formate C(=O)O.C(#N)C=1C(=NC=C(C1C=1C=NC(=CC1)C#N)C1=CC(=C(C=C1)OC)O)N1CCC(CC1)NCC1=CC=C(C=C1)\C=C(\C(=O)NO)/F